ClC=1C(=NC=CC1[C@@H](CCC=C)NC1=CC=C(C=C1)OC)C#N (R)-3-Chloro-4-(1-((4-methoxyphenyl)amino)pent-4-en-1-yl)picolinonitrile